FC=1C=C(C=CC1F)S(=O)(=O)[C@@H]1[C@@](CN(C1)S(=O)(=O)C1=C(C#N)C=C(C=C1)C(F)(F)F)(CO)O 2-(((3R,4S)-4-((3,4-difluorophenyl)sulfonyl)-3-hydroxy-3-(hydroxymethyl)pyrrolidin-1-yl)sulfonyl)-5-(trifluoromethyl)benzonitrile